(1-((8-oxa-3-azabicyclo[3.2.1]oct-3-yl)methyl)cyclopropyl)methanol C12CN(CC(CC1)O2)CC2(CC2)CO